ClC=1C=C2C(=CC=NC2=CN1)OC1=C(C=C(C=C1)NC(=O)C=1C(N(C(=CC1)C)C1=NC=C(C=C1)F)=O)F N-[4-[(6-Chloro-1,7-naphthyridin-4-yl)oxy]-3-fluorophenyl]-1-(5-fluoropyridin-2-yl)-6-methyl-2-oxopyridine-3-carboxamide